COCC(N1C(N[C@@H](C1)C(F)(F)F)=O)C1=CC(=NC=C1)NC([C@@H](NC(CC1=CC(=NO1)C)=O)C1CCC(CC1)C)=O (S)-N-(4-(2-Methoxy-1-((S)-2-oxo-4-(trifluoromethyl)imidazolidin-1-yl)ethyl)pyridin-2-yl)-2-((1r,4S)-4-methylcyclohexyl)-2-(2-(3-methylisoxazol-5-yl)acetamido)acetamide